C(C)N1N=CC=2C1=NC=CC2NC2=CC=C(C=C2)S(=O)(=O)N 4-((1-ethyl-1H-pyrazolo[3,4-b]pyridine-4-yl)amino)benzenesulfonamide